COC=1C=C(C=CC1OC)C1=CC=NC=2N1N=C(C2)C(=O)NC2=CC=C(C=C2)N2CCCC2 7-(3,4-dimethoxyphenyl)-N-(4-(pyrrolidin-1-yl)phenyl)pyrazolo[1,5-a]pyrimidine-2-carboxamide